FC=1C=C(C=NC1C)C1CC=NN1C(=O)C12CC(C1)(C2)CN2N=CC1=CC(=CC=C21)C#N 1-((3-(5-(5-fluoro-6-methyl-pyridin-3-yl)-4,5-dihydro-1H-pyrazole-1-carbonyl)bicyclo-[1.1.1]pentan-1-yl)methyl)-1H-indazole-5-carbonitrile